3-Chloro-6-(2-chloro-4-(trifluoromethyl)phenyl)picolinic acid ClC=1C(=NC(=CC1)C1=C(C=C(C=C1)C(F)(F)F)Cl)C(=O)O